ETHYL-4H-PYRAN-4-ONE C(C)C=1OC=CC(C1)=O